(S)-1-benzyl 5-tert-butyl 2-aminopentanedioate hydrochloride salt Cl.N[C@H](C(=O)OCC1=CC=CC=C1)CCC(=O)OC(C)(C)C